3-{[(tert-butyldimethylsilyl)oxy]methyl}pyrrolidin-2-one [Si](C)(C)(C(C)(C)C)OCC1C(NCC1)=O